CN1C(C2=C(C(=C1)C1=C(C=CC(=C1)NS(=O)(=O)C)OC1=CC=CC=C1)C=C(N2)C(=O)N)=O 6-methyl-4-{5-[(methylsulfonyl)amino]-2-phenoxyphenyl}-7-oxo-6,7-dihydro-1H-pyrrolo[2,3-c]pyridine-2-carboxamide